5-(1-isopropyl-2-methyl-1H-imidazo[4,5-b]pyridin-6-yl)-N-(trans-4-(2-methoxyethoxy)cyclohexyl)pyrrolo[2,1-f][1,2,4]triazin-2-amine C(C)(C)N1C(=NC2=NC=C(C=C21)C=2C=CN1N=C(N=CC12)N[C@@H]1CC[C@H](CC1)OCCOC)C